C(C1=CC=CC=C1)N(CC1=CC=CC=C1)C[C@H]1N(C[C@H](O[C@H]1C)C)C(=O)OC(C)(C)C tert-butyl (2S,3R,6R)-3-((dibenzylamino)methyl)-2,6-dimethylmorpholine-4-carboxylate